COC(\C=C\C1(C(N=CC=C1)C)C=1C(NC2=CC=CC=C2C1C)=O)=O (E)-2-methyl-3-(4-methyl-2-oxoquinolinyl)-3(2H)pyridine-acrylic acid methyl ester